CN1N=CC(=C1)C=1C=NC2=CC=C(C=C2C1)C(C)N 1-[3-(1-methyl-1H-pyrazol-4-yl)quinolin-6-yl]ethylamine